P(=O)(O[C@H]1O[C@@]([C@@H]([C@@H]1O)O)(C#N)C1=CC=C2C(=NC=NN21)N)(OC)OC[C@@H](CC#CCCCCCCCCCCCCCC)OCC2=CC=CC=C2 ((2R,3S,4R,5R)-5-(4-aminopyrrolo[2,1-f][1,2,4]triazin-7-yl)-5-cyano-3,4-dihydroxytetrahydrofuran-2-yl) methyl ((R)-2-(benzyloxy) nonadec-4-yn-1-yl) phosphate